BrC=1C=NC(=NC1)N1CCC(CC1)CC=1C(NN=C(C1)N1N=CC=C1)=O [1-(5-bromopyrimidin-2-yl)piperidin-4-yl]methyl-6-pyrazol-1-ylpyridazin-3-one